C(C)OC(\C=C\C1=CC(=C(C=C1)OC1=CC(=CC(=C1)C(F)(F)F)C(F)(F)F)OC)=O (E)-3-{4-[3,5-bis(trifluoromethyl)phenoxy]-3-methoxyphenyl}prop-2-enoic acid ethyl ester